7-(3-(4-amino-3,3-difluoro-4-(4-fluorophenyl)butoxy)-2-fluorophenyl)-[1,2,4]triazolo[1,5-a]pyridin-2-amine NC(C(CCOC=1C(=C(C=CC1)C1=CC=2N(C=C1)N=C(N2)N)F)(F)F)C2=CC=C(C=C2)F